(S)-5-(6-(3-(3-chloropyridin-2-yloxy)pyrrolidin-1-yl)-5-ethylpyrimidin-4-yloxy)-2-fluorobenzaldehyde ClC=1C(=NC=CC1)O[C@@H]1CN(CC1)C1=C(C(=NC=N1)OC=1C=CC(=C(C=O)C1)F)CC